NC[C@@H]1CCOC2=C1C=CC(=C2)N(C)C2=CC(=CC(=C2)F)F (4R)-4-(aminomethyl)-N-(3,5-difluorophenyl)-N-methyl-3,4-dihydro-2H-1-benzopyran-7-amine